CN1N=CC(=C1)C=1C=NN2C1C=C(C=C2)C2=CNC=1N=C(N=CC12)NCCC(F)(F)F 5-(3-(1-methyl-1H-pyrazol-4-yl)pyrazolo[1,5-a]pyridin-5-yl)-N-(3,3,3-trifluoropropyl)-7H-pyrrolo[2,3-d]pyrimidin-2-amine